tert-butyl (1R,5S,6r)-6-carbamoyl-3-azabicyclo[3.1.0]hexane-3-carboxylate C(N)(=O)C1[C@H]2CN(C[C@@H]12)C(=O)OC(C)(C)C